NN1C(=NC(=C1C(=O)OCC)C1=CC=C(C=C1)C(NC1=NC=CC(=C1)CC)=O)[C@H]1N(CCCC1)C(=O)OC(C)(C)C tert-butyl (S)-2-(1-amino-5-(ethoxycarbonyl)-4-(4-((4-ethylpyridin-2-yl)carbamoyl)phenyl)-1H-imidazol-2-yl)piperidine-1-carboxylate